(3aR,5s,6aS)-5-((3-chloro-2-(trifluoromethyl)benzyloxy)-octahydrocyclopenta[c]pyrrole-2-carbonyl)-1H-pyrazole-3-carboxylate ClC=1C(=C(COC2N(C[C@H]3[C@@H]2CCC3)C(=O)C3=CC(=NN3)C(=O)[O-])C=CC1)C(F)(F)F